COC(C(C(C)=O)C1=CC=C(C=C1)C#N)=O.C(C)(C)(C)C=1C(=NN2C(=NN=CC21)C2=NOC(=C2)C)OCC2=NC=C(C(=O)NC1CCOCC1)C=C2 6-((3-tert-butyl-7-(5-methylisoxazol-3-yl)pyrazolo[1,5-d][1,2,4]triazin-2-yl-oxy)methyl)-N-(tetrahydro-2H-pyran-4-yl)nicotinamide Methyl-2-(4-cyanophenyl)-3-oxobutanoate